C[C@@H]1CN(C[C@@H](O1)C)C1=NC=CC2=CN=CC=C12 (cis)-2,6-dimethyl-4-(2,6-naphthyridin-1-yl)morpholine